CC(C=CC=CCCCCCCCl)CCC 11-methyl-7,9-tetradecadienyl chloride